FC1=C(C=C(C=C1)F)C(C(F)F)NC(C=C)=O N-(1-(2,5-difluorophenyl)-2,2-difluoroethyl)acrylamide